ClC=1C=CC2=C(NCO2)C1 5-chloro-3H-1,3-benzoxazol